C(C1=CC=CC=C1)OC1=C(C(=NC(=C1)[C@@H]1O[C@]([C@H]([C@H]1C1=C(C(=C(C=C1)F)F)OC)C)(C(F)(F)F)C)C)Br 4-(benzyloxy)-3-bromo-6-((2R,3S,4S,5R)-3-(3,4-difluoro-2-methoxyphenyl)-4,5-dimethyl-5-(trifluoromethyl)tetrahydrofuran-2-yl)-2-methylpyridine